7-hexyl-2-methyl-2-(4-methylpent-3-en-1-yl)-2H-chromen-5-ol C(CCCCC)C=1C=C(C=2C=CC(OC2C1)(CCC=C(C)C)C)O